(9Z,11E)-9,11-tetradecadienyl acetate C(C)(=O)OCCCCCCCC\C=C/C=C/CC